C(#N)C1=NC=C(C=N1)C=1N(C(C=CN1)C1=CC=C(C=C1)OC(F)(F)F)CC(C)(C)O 2'-Cyano-N-(2-hydroxy-2-methylpropyl)-6-[4-(trifluoromethoxy)phenyl][2,5'-bipyrimidin]